COC(NCC1=CC(=C(C(=C1)C)C=1C=C2C(=CN1)NN=C2C=2C=NN(C2)C)F)=O 3-fluoro-5-methyl-4-(3-(1-methyl-1H-pyrazol-4-yl)-1H-pyrazolo[3,4-c]pyridin-5-yl)benzylcarbamic acid methyl ester